BrCCCCCOC1=NC=NC2=CC=CC=C12 4-((5-bromopentyl)oxy)quinazoline